rac-5-[(2,4-dimethylphenyl)methyl]-3-[6-(1-ethoxyvinyl)-3-[3-(trifluoromethyl)phenoxy]pyridazin-4-yl]-5,6-dihydro-4H-1,2,4-oxadiazine CC1=C(C=CC(=C1)C)C[C@H]1NC(=NOC1)C1=C(N=NC(=C1)C(=C)OCC)OC1=CC(=CC=C1)C(F)(F)F |r|